3-[(1r,3R,5S,7S)-3,5-dimethyladamantan-1-yl]Urea C[C@]12CC3(CC(C[C@@](C1)(C3)C)C2)NC(N)=O